ClC1=C(C(=C(C=C1OC)OC)Cl)C1=NC(=C2C=C(N=CC2=C1)N[C@H]1[C@H](COC1)NC(C=C)=O)N1CC(OC(C1)C)C N-((3R,4S)-4-((7-(2,6-dichloro-3,5-dimethoxyphenyl)-5-(2,6-dimethylmorpholino)-2,6-naphthyridin-3-yl)amino)tetrahydrofuran-3-yl)acrylamide